[3-(triethoxysilyl) propyl]-bicyclo[2.2.1]hept-5-en-2-ylmethyl carbamate C(N)(OC(C1C2C=CC(C1)C2)CCC[Si](OCC)(OCC)OCC)=O